C(C1=CC=CC=C1)ON1CCC2=CC=CC=C12 (benzyloxy)indoline